6-[4-[[2-(5-Ethoxypyridin-3-yl)phenyl]methyl]piperazin-1-yl]-N-[4-(2-phenylsulfanylethylamino)-3-(trifluoromethyl)phenyl]sulfonylpyridazine-3-carboxamide C(C)OC=1C=C(C=NC1)C1=C(C=CC=C1)CN1CCN(CC1)C1=CC=C(N=N1)C(=O)NS(=O)(=O)C1=CC(=C(C=C1)NCCSC1=CC=CC=C1)C(F)(F)F